C1=CC(=CC=C1C=O)F p-Fluorobenzaldehyde